Cl.N1=C(C=C2N1CCNC2)C(=O)OCC Ethyl 4,5,6,7-tetrahydropyrazolo[1,5-a]pyrazine-2-carboxylate hydrochloride